CC(C(CC(=O)N[C@@H](CC)C1=CC(=CC=C1)OC(F)(F)F)=O)(C)C (S)-4,4-dimethyl-3-oxo-N-(1-(3-(trifluoromethoxy)phenyl)propyl)pentanamide